ClC=1C(=NC=C(C1)C(F)(F)F)CNC(=O)C1CN(C(C1)=O)C1=CC(=CC=C1)C(F)F N-[[3-chloro-5-(trifluoromethyl)pyridine-2-yl]methyl]-1-[3-(difluoromethyl)phenyl]-5-oxopyrrolidine-3-carboxamide